N1C=NC=C1C=C1C(NC2=CC=C(C=C12)NS(=O)(=O)C1=CC=C(C=C1)C)=O N-[3-(1H-imidazol-5-ylmethylidene)-2-oxo-2,3-dihydro-1H-indol-5-yl]-4-methylbenzenesulfonamide